3-(2-((4-(6-(5-((R)-2-(2,4-difluorophenyl)pyrrolidin-1-yl)pyrazolo[1,5-a]pyrimidin-3-yl)pyridin-2-yl)piperazin-1-yl)methyl)phenyl)piperidine-2,6-dione FC1=C(C=CC(=C1)F)[C@@H]1N(CCC1)C1=NC=2N(C=C1)N=CC2C2=CC=CC(=N2)N2CCN(CC2)CC2=C(C=CC=C2)C2C(NC(CC2)=O)=O